C(C)(C)(C)OC(=O)NC=1C=2N(C=CN1)C1=C(N2)C=CC=C1 1-((tert-butoxycarbonyl)amino)benzo[4,5]imidazo[1,2-a]pyrazine